N1=CN=CC(=C1)C1=CNC2=CC(=CC=C12)C(=O)N 3-pyrimidin-5-yl-1H-indole-6-carboxamide